4-isopropyl-4,5-dihydrooxazole C(C)(C)C1N=COC1